C1(=CC=CC=C1)PC1=CC=C(C(=O)O)C=C1 4-(phenylphosphino)benzoic acid